C(#N)C1=CC(=C(C=C(C(=O)OC)C(C)=O)C=C1)OC methyl 2-(4-cyano-2-methoxybenzylidene)-3-oxobutanoate